(2-chloro-6-methylphenyl)-3-ethoxyacrylamide ClC1=C(C(=CC=C1)C)C(C(=O)N)=COCC